15(S)-hydroperoxy-eicosapentaenoic acid O(O)[C@H](CCCC=CC=CC=CC=CC=CC(=O)O)CCCCC